[N-](S(=O)(=O)C(F)(F)F)S(=O)(=O)C(F)(F)F.C(CCC)[P+](CC)(CCCC)CCCC tributylethylphosphonium bis(trifluoromethanesulfonyl)imide salt